methyl 2-(3-((4-(2-(2-aminopyridin-3-yl)-6-(pyridin-3-yl)-3H-imidazo[4,5-b]pyridin-3-yl)benzyl)carbamoyl)phenyl)acetate NC1=NC=CC=C1C1=NC=2C(=NC=C(C2)C=2C=NC=CC2)N1C1=CC=C(CNC(=O)C=2C=C(C=CC2)CC(=O)OC)C=C1